OC12CC3(CC(CC(C1)C3)C2)C(=O)OCCC(C(S(=O)(=O)[O-])(F)F)F.C(C)[SH+]CC2=CC=C(C=C2)C(C2=CC=C(C=C2)C2=CC=CC=C2)=S ethyl-[4-(4-phenylthiobenzoyl)phenyl]Methyl-sulfonium 4-(3-hydroxyadamantylcarbonyloxy)-1,1,2-trifluorobutanesulfonate